4-(1-((5-chlorothiophen-2-yl)methyl)-2-methyl-1H-imidazo[4,5-b]pyridin-6-yl)-3,5-dimethylisoxazole ClC1=CC=C(S1)CN1C(=NC2=NC=C(C=C21)C=2C(=NOC2C)C)C